[Cl-].[Cl-].C1C(=CC2=CC=CC=C12)C1(CC=C(C=C1)C=1CC2=CC=CC=C2C1)[Zr+2] [1,4-bis(2-indenyl)phenyl]zirconium dichloride